5-chloro-3-hydroxy-8-((1-isopropyl-1H-indazol-6-yl)sulfonyl)quinazoline-2,4(1H,3H)-dione ClC1=C2C(N(C(NC2=C(C=C1)S(=O)(=O)C1=CC=C2C=NN(C2=C1)C(C)C)=O)O)=O